4-(2-(6-amino-8-((6-bromobenzo[d][1,3]dioxol-5-yl)thio)-9H-purin-9-yl)ethyl)piperidin NC1=C2N=C(N(C2=NC=N1)CCC1CCNCC1)SC1=CC2=C(OCO2)C=C1Br